IC1=C(C=CC=C1)CCC(=O)O 3-(2-iodophenyl)propanoic acid